FC(C1=CC(=NC=C1)N1CCC2(CCN(CC2)C(=O)OC(C)(C)C)CC1)(F)F tert-butyl 9-(4-(trifluoromethyl)pyridin-2-yl)-3,9-diazaspiro[5.5]undecane-3-carboxylate